tert-butyl (1-((1-benzylpiperidin-4-yl)methyl)azetidin-3-yl)carbamate C(C1=CC=CC=C1)N1CCC(CC1)CN1CC(C1)NC(OC(C)(C)C)=O